(5-fluoro-3-pyridyl)methyl-3H-imidazo[4,5-b]pyridin-2-one FC=1C=C(C=NC1)CN1C(NC=2C1=NC=CC2)=O